1,4,6-androstenetrien-3,17-dione C[C@@]12C(C=C[C@H]1[C@@H]1C=CC3=CC(C=C[C@]3(C)[C@H]1CC2)=O)=O